3-(1-hydroxyethyl)aniline OC(C)C=1C=C(N)C=CC1